(S)-tetrahydro-2H-pyran-4-yl 2-aminopropanoate hydrochloride Cl.N[C@H](C(=O)OC1CCOCC1)C